The molecule is an andenosine derivative that is futalosine in which the hypoxanthine moiety is replaced by adenine. It is a member of adenosines and a member of benzoic acids. It is a conjugate acid of an aminodeoxyfutalosinate. C1=CC(=CC(=C1)C(=O)O)C(=O)CC[C@@H]2[C@H]([C@H]([C@@H](O2)N3C=NC4=C(N=CN=C43)N)O)O